1-imidazo[1,2-a]pyridin-7-yl-4-prop-2-enoyl-piperazin-2-one N=1C=CN2C1C=C(C=C2)N2C(CN(CC2)C(C=C)=O)=O